NC=1C=2N(C3=CC(=C(C=C3N1)C1COC1)C(=O)N(C1COCC3=NC(=CC=C31)C(F)(F)F)C)C=NC2 4-amino-N-methyl-7-(oxetan-3-yl)-N-(2-(trifluoromethyl)-5,8-dihydro-6H-pyrano[3,4-b]pyridin-5-yl)imidazo[1,5-a]quinoxaline-8-carboxamide